4-amino-5-[(4,4-difluoropiperidin-1-yl)methyl]pyrrolo[2,1-f][1,2,4]triazin-7-yl-N-[(3R,4S)-1-(3,5-difluoropyridine-2-carbonyl)-4-fluoropyrrolidin-3-yl]-2-methoxypyridine-3-carboxamide NC1=NC=NN2C1=C(C=C2C2=C(C(=NC=C2)OC)C(=O)N[C@@H]2CN(C[C@@H]2F)C(=O)C2=NC=C(C=C2F)F)CN2CCC(CC2)(F)F